3-N,N-dimethylaminobenzoic acid CN(C)C1=CC=CC(=C1)C(=O)O